1-(3-((5-chloro-2-((2-methoxy-5-methyl-4-(4-methylpiperazin-1-yl)phenyl)amino)pyrimidin-4-yl)amino)pyridin-2-yl)imidazolidin-2-one ClC=1C(=NC(=NC1)NC1=C(C=C(C(=C1)C)N1CCN(CC1)C)OC)NC=1C(=NC=CC1)N1C(NCC1)=O